1,4,5,6,7,7-hexachlorobicyclo[2.2.1]-hept-5-ene-2-ol methacrylate C(C(=C)C)(=O)OC1C2(C(=C(C(C1)(C2(Cl)Cl)Cl)Cl)Cl)Cl